pentazin N1=NN=NN=C1